[N+](=O)([O-])C1=CC=C(C=2C(CCCC12)=O)NC(C)=O N-(4-nitro-8-oxo-5,6,7,8-tetrahydronaphthalen-1-yl)acetamide